1-methyl-4-(4,4,5,5-tetramethyl-1,3,2-dioxaborolan-2-yl)-3-(trifluoromethyl)pyrazole 2,2-difluoroethyl-1H-1,2,3-triazole-5-carboxylate FC(CN1N=NC=C1C(=O)O)F.CN1N=C(C(=C1)B1OC(C(O1)(C)C)(C)C)C(F)(F)F